1-[4-(difluoromethoxy)-2-methoxyphenyl]cyclopropane-1-carboxylic acid FC(OC1=CC(=C(C=C1)C1(CC1)C(=O)O)OC)F